(naphthylphenyl)(dimethylfluorenyl)(spirobifluorenyl)amine C1(=CC=CC2=CC=CC=C12)C1=C(C=CC=C1)N(C=1C2(C3=CC4=CC=CC=C4C3=CC1)C=CC=C1C3=CC=CC=C3C=C12)C1=C(C(=CC=2C3=CC=CC=C3CC12)C)C